methyl 3-bromo-4-((4-(pentafluoro-λ6-sulfanyl)phenyl)amino)benzoate BrC=1C=C(C(=O)OC)C=CC1NC1=CC=C(C=C1)S(F)(F)(F)(F)F